C(C)OC(=O)C=1N(C(=CC1)CCOC1=CC(=NC=C1)F)[C@@H](C)CC.NC1=C(N=CN1C(NC)=O)C(=O)N 5-amino-1-(N-methylcarbamoyl)imidazole-4-formamide Ethyl-(S)-1-(sec-butyl)-5-(2-((2-fluoropyridin-4-yl)oxy)ethyl)-1H-pyrrole-2-carboxylate